1-nonylazepan-2-one C(CCCCCCCC)N1C(CCCCC1)=O